S(=O)(=O)(O)C1=CC=C(C)C=C1.N1C(C=CC=C1)=O pyridin-2(1H)-one tosylate